CNC1=C(C(=NN1)C#CC1=CC=2N(C=C1)C(=CN2)C)C(=O)N 5-(methylamino)-3-(2-[3-methylimidazo[1,2-a]pyridin-7-yl]ethynyl)pyrazole-4-carboxamide